1-(3-(4-(pyrimidin-2-yl)piperazine-1-carbonyl)benzyl)quinazoline-2,4(1H,3H)-dione N1=C(N=CC=C1)N1CCN(CC1)C(=O)C=1C=C(CN2C(NC(C3=CC=CC=C23)=O)=O)C=CC1